N-(6-methoxypyrimidin-4-yl)-5-methyl-2-(1-methyl-1H-imidazol-2-yl)-6-(pyridin-2-yl)pyrrolo[2,1-f][1,2,4]triazin-4-amine COC1=CC(=NC=N1)NC1=NC(=NN2C1=C(C(=C2)C2=NC=CC=C2)C)C=2N(C=CN2)C